tert-butyl (3R,7R)-3,7-dimethyl-10-oxo-9-(1-(6-(prop-1-en-2-yl)pyridin-3-yl)ethyl)-3,4,7,8,9,10-hexahydropyrido[4',3':3,4]pyrazolo[1,5-a]pyrazine-2(1H)-carboxylate C[C@@H]1CC2=NN3C(C(N(C[C@H]3C)C(C)C=3C=NC(=CC3)C(=C)C)=O)=C2CN1C(=O)OC(C)(C)C